(6-cyano-4-(4-fluorophenyl)-6,7-dihydro-5H-pyrrolo[3,4-d]pyrimidin-2-yl)acetamide C(#N)N1CC=2N=C(N=C(C2C1)C1=CC=C(C=C1)F)CC(=O)N